FC1=CC=C(OCCCCCCC2=CC=C(C=C2)NC(=O)N2CCN(CC2)C(=O)OC(C)(C)C)C=C1 tert-butyl 4-((4-(6-(4-fluorophenoxy)hexyl)phenyl)carbamoyl)piperazine-1-carboxylate